FC1=CC=C2C(NC(=NC2=C1)CSC1CCOCC1)=O 7-fluoro-2-(((tetrahydro-2H-pyran-4-yl)thio)methyl)quinazolin-4(3H)-one